ClC=1C(=NC(=NC1)NC=1C=NN(C1)C)NC1CC(CCC1)NC(OC(C)(C)C)=O.[V+] vanadium (i) tert-butyl (3-((5-chloro-2-((1-methyl-1H-pyrazol-4-yl)amino)pyrimidin-4-yl)amino)cyclohexyl)carbamate